O=C1NC(CCC1C1NCC2=CC=CC=C12)=O (2,6-dioxopiperidin-3-yl)isoindolin